(R,E)-3-(piperidin-3-yl)acrylic acid N1C[C@H](CCC1)/C=C/C(=O)O